C(C)(C)(C)C1=C(N=NC=C1)O[C@@H]1C[C@H](CC1)C1=CC(=NN1)NC=1C=CC2=C(CNS2(=O)=O)C1F trans-5-((5-(3-((4-(tert-butyl)pyridazin-3-yl)oxy)cyclopentyl)-1H-pyrazol-3-yl)amino)-4-fluoro-2,3-dihydrobenzo[d]isothiazole 1,1-dioxide